C[Si](C)(C)[Te][Si](C)(C)C bis-(trimethylsilyl) telluride